C(CC)(=O)OC=1C(=NC=CC1OC)C(N[C@@H](C)C=1OC(=NN1)C1=CC(=CC(=C1)C)C)=O (S)-2-((1-(5-(3,5-dimethylphenyl)-1,3,4-oxadiazol-2-yl)ethyl)carbamoyl)-4-methoxypyridin-3-yl propionate